tris[3-(2,6-dimethylphenyl)-7-methylimidazo[1,2-f]phenanthridine] iridium (III) [Ir+3].CC1=C(C(=CC=C1)C)C1=CN=C2N1C=1C=CC(=CC1C=1C=CC=CC21)C.CC2=C(C(=CC=C2)C)C2=CN=C1N2C=2C=CC(=CC2C=2C=CC=CC12)C.CC1=C(C(=CC=C1)C)C1=CN=C2N1C=1C=CC(=CC1C=1C=CC=CC21)C